2-[4-(1-methyl-2-oxo-ethyl)phenyl]acetic acid CC(C=O)C1=CC=C(C=C1)CC(=O)O